NC1=NC(=NC=C1)CC(C)O (4-aminopyrimidin-2-yl)propan-2-ol